ClC=1C=CC(=C(C1)N1CON(CO1)C(C(=O)[O-])CCOC(C)C)N1N=NC(=C1)Cl 2-(4-(5-Chloro-2-(4-chloro-1H-1,2,3-triazol-1-yl) phenyl)-2,5-dioxapiperazin-1-yl)-4-isopropoxybutyrate